Sebacaldehyd C(CCCCCCCCC=O)=O